BrCC(CBr)=O 1,3-dibromopropan-2-one